5,15-di(4-aminophenyl)-10,20-di(pentafluorophenyl)porphyrin NC1=CC=C(C=C1)C=1C2=CC=C(N2)C(=C2C=CC(C(=C3C=CC(=C(C=4C=CC1N4)C4=C(C(=C(C(=C4F)F)F)F)F)N3)C3=CC=C(C=C3)N)=N2)C2=C(C(=C(C(=C2F)F)F)F)F